S1C(=NC2=C1C=CC=C2)NC(=O)C=2C=CC=C1CCN(CC21)C2=CC=C(C(=N2)C(=O)O)C=2C=NN(C2C)CC21CC3CC(CC(C2)C3)C1 6-[8-[(2-benzothiazolylamino)carbonyl]-3,4-dihydro-2(1H)-isoquinolinyl]-3-[5-methyl-1-(tricyclo[3.3.1.13,7]dec-1-ylmethyl)-1H-pyrazol-4-yl]-2-pyridinecarboxylic acid